[2-(2-quinolinyl)phenyl]iridium N1=C(C=CC2=CC=CC=C12)C1=C(C=CC=C1)[Ir]